ClC1=CC=C(C=C1)C(CC(=O)OCC)=O ethyl 3-(4-chlorophenyl)-3-oxopropionate